C(#N)CN1N=C(C(=C1)NC(=O)C=1C=NN2C1N=CC=C2)C2=C(C=CC(=C2)S(=O)(=O)C)OC(F)F N-[1-(cyanomethyl)-3-[2-(difluoromethoxy)-5-methylsulfonylphenyl]-1H-pyrazol-4-yl]pyrazolo[1,5-a]pyrimidine-3-carboxamide